2-(tributylstannyl)furan-3-carbonitrile C(CCC)[Sn](C=1OC=CC1C#N)(CCCC)CCCC